Cl.C(C)OCCNC(=O)C1CNC1 N-(2-ethoxyethyl)azetidine-3-carboxamide hydrochloride